FC1=C(C=CC(=C1F)OC[C@H]1COCC1)NC=1C2=C(N=CN1)C=C(C(=N2)O[C@@H]2CN(CC2)C(=O)OC(C)(C)C)F tert-Butyl (S)-3-((4-((2,3-difluoro-4-(((R)-tetrahydrofuran-3-yl)methoxy)phenyl)amino)-7-fluoropyrido[3,2-d]pyrimidin-6-yl)oxy)pyrrolidine-1-carboxylate